dimethoxyethoxysilane COC(CO[SiH3])OC